2-(Thien-3-yl)acetonitrile S1C=C(C=C1)CC#N